ClC1=CC(=NC(=C1C(=O)O)N1C[C@@H](OCC1)C)Cl (S)-4,6-dichloro-2-(2-methylmorpholino)nicotinic acid